tert-butyl (S)-4-fluoro-2-((methylsulfonyl)methyl)indoline-1-carboxylate FC1=C2C[C@H](N(C2=CC=C1)C(=O)OC(C)(C)C)CS(=O)(=O)C